bromo-2-(2,3-dichlorophenyl)-3-((4-methoxybenzyl)oxy)pyrazine BrC=1N=C(C(=NC1)C1=C(C(=CC=C1)Cl)Cl)OCC1=CC=C(C=C1)OC